4-chloro-3,5-diaminobenzenesulfonic acid ClC1=C(C=C(C=C1N)S(=O)(=O)O)N